N1(CCCC1)C1=CC=CC(=N1)NC1=CC=NC=N1 6-((6-(pyrrolidin-1-yl)pyridin-2-yl)amino)pyrimidine